5-((4-(6-bromothieno[2,3-d]pyrimidin-4-yl)piperazin-1-yl)methyl)-2-(2,6-dioxopiperidin-3-yl)isoindoline-1,3-dione BrC1=CC2=C(N=CN=C2N2CCN(CC2)CC=2C=C3C(N(C(C3=CC2)=O)C2C(NC(CC2)=O)=O)=O)S1